SCC(=O)O.C(C)O.C(C)O diethanol mercaptoacetate